FC1=CC=C(C=C1)N1[C@@H](CCC1)CO (S)-(1-(4-fluorophenyl)pyrrolidin-2-yl)methanol